SCCCS(=O)(=O)[O-] 3-sulfanyl-1-propanesulfonate